C(=C)(C)[C@H]1C(CC1)(C)C (1R,3S)-3-isopropenyl-2,2-dimethylcyclobutane